2,5-dioxopyrrolidin-1-yl N2-acetyl-N6-[(9H-fluoren-9-ylmethoxy)carbonyl]-L-lysinate C(C)(=O)N[C@@H](CCCCNC(=O)OCC1C2=CC=CC=C2C=2C=CC=CC12)C(=O)ON1C(CCC1=O)=O